C1(CCCC1)[C@H]1[C@H](OC1=O)C(=O)OC(C)(C)C tert-butyl (2S,3S)-3-cyclopentyl-4-oxooxetane-2-carboxylate